7-(4-amino-3,3-difluoropiperidin-1-yl)-1-cyclopropyl-6-fluoro-3-({[(3S)-1-(6-methylpyridin-3-yl)piperidin-3-yl][(2-methylpyridin-4-yl)methyl]amino}methyl)-1,4-dihydroquinolin NC1C(CN(CC1)C1=C(C=C2CC(=CN(C2=C1)C1CC1)CN(CC1=CC(=NC=C1)C)[C@@H]1CN(CCC1)C=1C=NC(=CC1)C)F)(F)F